O=C1O[C@H](CN1N1C(CCCC1=O)=O)C1=CC=C(C=C1)CN1CCNCC1 ((S)-2-oxo-5-(4-(piperazin-1-ylmethyl)phenyl)oxazolidin-3-yl)piperidine-2,6-dione